(R)-N-(4-(3,5-dimethylisoxazol-4-yl)-2-nitrophenyl)-1-(methanesulphonyl)pyrrolidin-3-amine CC1=NOC(=C1C1=CC(=C(C=C1)N[C@H]1CN(CC1)S(=O)(=O)C)[N+](=O)[O-])C